NC([C@H](CCC(=O)OC(C)(C)C)N1C(C2=CC=CC(=C2C1)OCC1=CC=C(C=C1)CN1C(COCC1)COS(=O)(=O)C)=O)=O tert-butyl (4S)-5-amino-4-[4-[[4-[[3-(methylsulfonyloxymethyl)morpholin-4-yl]methyl]phenyl]methoxy]-1-oxoisoindolin-2-yl]-5-oxo-pentanoate